10-(3-(3,6-diphenyl-9H-carbazol-1-yl)-4-methylphenyl)-10H-phenoxazine C1(=CC=CC=C1)C=1C=C(C=2NC3=CC=C(C=C3C2C1)C1=CC=CC=C1)C=1C=C(C=CC1C)N1C2=CC=CC=C2OC=2C=CC=CC12